C(C)(C)(C)N(C(=O)C=1C2=C(N(N1)C1=CC(=CC(=C1)Cl)Cl)C1=C(OC2)C=C(C(=C1)C=1C=NNC1)OC)C N-tert-butyl-1-(3,5-dichlorophenyl)-7-methoxy-N-methyl-8-(1H-pyrazol-4-yl)-1,4-dihydrobenzopyrano[4,3-c]Pyrazole-3-carboxamide